CC1=C(C#N)C=CC(=C1)C=1NC=C(N1)C(F)(F)F 2-methyl-4-(4-(trifluoromethyl)-1H-imidazol-2-yl)benzonitrile